C(C)(C)(C)C1=CC=C(C=C1)[C@H](C)NC(=O)C=1C=C2C(=C(N(C2=CC1)CC1=CC=C(OCC(=O)OC)C=C1)C)C (S)-Methyl 2-(4-((5-((1-(4-(tert-butyl)phenyl)ethyl)carbamoyl)-2,3-dimethyl-1H-indol-1-yl)methyl)phenoxy)acetate